(1R,3s,5S)-8-((4-(difluoromethoxy)phenyl)sulfonyl)-8-azabicyclo[3.2.1]octan-3-amine trifluoroacetate FC(C(=O)O)(F)F.FC(OC1=CC=C(C=C1)S(=O)(=O)N1[C@H]2CC(C[C@@H]1CC2)N)F